FC(OC1=NC=CC(=C1)[C@H](C)NC(=O)N[C@H]1[C@@H](C1)C1=CC=CC=C1)F 1-((S)-1-(2-(difluoromethoxy)pyridin-4-yl)ethyl)-3-((1R,2S)-2-phenylcyclopropyl)urea